CC1CC=2C=C(C=NC2NC1)N 6-methyl-5,6,7,8-tetrahydronaphthyridin-3-amine